NC1=CC=C(C2=CC=CC=C12)O 1-amino-4-Naphthol